ClC1=C(OC(C(=O)O)(C)C)C(=CC(=C1)\C=C\C(=O)C=1OC2=C(C1)C=CC(=C2)SC)Cl (E)-2-(2,6-dichloro-4-(3-(6-(methylthio)benzofuran-2-yl)-3-oxoprop-1-en-1-yl)phenoxy)-2-methylpropanoic acid